1-[(2,3,4-TRIMETHOXYPHENYL)METHYL]-PIPERAZIN COC1=C(C=CC(=C1OC)OC)CN1CCNCC1